OC(C[C@H](N)C(=O)O)CCN 4-hydroxylysine